(R)-1-(4-((5-(1-(2,2-Difluoroethyl)-1H-benzo[d]imidazol-6-yl)-4-methoxypyrrolo[2,1-f][1,2,4]triazin-2-yl)amino)-3,3-difluoropiperidin-1-yl)ethan-1-one FC(CN1C=NC2=C1C=C(C=C2)C=2C=CN1N=C(N=C(C12)OC)N[C@H]1C(CN(CC1)C(C)=O)(F)F)F